tert-butyl 4-(3-carbamoyl-2-(4-phenoxyphenyl)-4,5,6,7-tetrahydropyrazolo[1,5-a]pyrimidin-7-yl)-3,3-dimethylpiperidine-1-carboxylate C(N)(=O)C=1C(=NN2C1NCCC2C2C(CN(CC2)C(=O)OC(C)(C)C)(C)C)C2=CC=C(C=C2)OC2=CC=CC=C2